[4,5-dimethylthiazol-2-yl]-2,5-diphenyl-tetrazolium bromide [Br-].CC=1N=C(SC1C)[N+]=1N(N=NC1C1=CC=CC=C1)C1=CC=CC=C1